6-[(1S,4S,5R)-5-[[3-(2,6-dichlorophenyl)-5-(1-fluorocyclopropyl)-1,2-oxazol-4-yl]methoxy]-2-azabicyclo[2.2.1]heptan-2-yl]-N-(propane-1-sulfonyl)pyridine-3-carboxamide ClC1=C(C(=CC=C1)Cl)C1=NOC(=C1CO[C@H]1[C@@H]2CN([C@H](C1)C2)C2=CC=C(C=N2)C(=O)NS(=O)(=O)CCC)C2(CC2)F